CC1=CC=C(C=C1)S(=O)(=O)OC1CCC1 Cyclobutyl (R)-4-methylbenzenesulfonate